pentanedioic acid dimethyl ester (Dimethyl glutarate) CC(CC(=O)O)(CC(=O)O)C.COC(CCCC(=O)OC)=O